8-[(dimethylamino)methyl]-4-methoxy-N-(1-methylpyrazol-4-yl)-5-(2,2,2-trifluoroethyl)pyrimido[5,4-b]indol-2-amine CN(C)CC1=CC=2C3=C(N(C2C=C1)CC(F)(F)F)C(=NC(=N3)NC=3C=NN(C3)C)OC